ethyl 15-chloro-9-(benzyloxymethyl)-2,4,8,10,11-pentaazatetracyclo[11.4.0.02,6.08,12]heptadeca-1(17),3,5,9,11,13,15-heptaene-5-carboxylate ClC=1C=C2C3=NN=C(N3CC3=C(N=CN3C2=CC1)C(=O)OCC)COCC1=CC=CC=C1